mono-phosphate potassium salt [K+].P(=O)([O-])([O-])[O-].[K+].[K+]